BrC1=C(OC2=C(C=C(C=C2C)F)C)C=CC(=C1)[N+](=O)[O-] 2-(2-bromo-4-nitrophenoxy)-5-fluoro-1,3-dimethylbenzene